FC(C=1C=C(C=CC1F)C=1C=C2C(=NC1)C=NN2CC=2SC(=NN2)CC)F 2-[[6-[3-(Difluoromethyl)-4-fluoro-phenyl]pyrazolo[4,3-b]pyridin-1-yl]methyl]-5-ethyl-1,3,4-thiadiazole